N1N=NN=C1C1=NN2C(CNCCC2)=C1 2-(1H-tetrazol-5-yl)-4,6,7,8-tetrahydropyrazolo[1,5-a][1,4]diazepine